[Cr].[Ti].[Ce] cerium titanium chromium